3-Fluoro-N-[trans-4-(2-hydroxy-2-methylpropoxy)cyclohexyl]-4-(1H-pyrrolo[3,2-c]pyridin-4-yl)benzamide FC=1C=C(C(=O)N[C@@H]2CC[C@H](CC2)OCC(C)(C)O)C=CC1C1=NC=CC2=C1C=CN2